5-(trifluoromethyl)-3-[2-[1-[4-[5-(trifluoromethyl)pyrimidin-2-yl]piperazine-1-carbonyl]cyclopropyl]ethylamino]-1H-pyridazin-6-one FC(C1=CC(=NNC1=O)NCCC1(CC1)C(=O)N1CCN(CC1)C1=NC=C(C=N1)C(F)(F)F)(F)F